FC(C1=C2C(=NN(C2=CC=C1)C(=O)OC(C)(C)C)I)F tert-butyl 4-(difluoromethyl)-3-iodo-indazole-1-carboxylate